N-(2-naphthyl)glycine ethyl ester C(C)OC(CNC1=CC2=CC=CC=C2C=C1)=O